zinc glycolate (hydroxyacetate) OCC(=O)[O-].C(CO)(=O)[O-].[Zn+2]